lithium 2-(2-benzoxazolyl)-phenolate O1C(=NC2=C1C=CC=C2)C2=C(C=CC=C2)[O-].[Li+]